2,2-difluoro-1-(4-fluorophenyl)but-3-en-1-one FC(C(=O)C1=CC=C(C=C1)F)(C=C)F